(R)-1-Phenylethyl (N-(tert-butyldimethylsilyl)-S-methylsulfonimidoyl)carbamate [Si](C)(C)(C(C)(C)C)N=S(=O)(C)NC(O[C@H](C)C1=CC=CC=C1)=O